C1=CC=CC=2OC=3C=4B(C=5C=C6C(=CC5OC4C=CC3)C=3C=CC=C(C3O6)C6=NC=C(C(=C6)C([2H])([2H])[2H])C([2H])([2H])[2H])C12 2-(5,9,15-trioxa-16b-boraindeno[1,2-b]naphtho[1,2,3-fg]anthracen-14-yl)-4,5-bis(methyl-d3)pyridine